1-(4-(5-(4-hydroxybut-1-yn-1-yl)-3-isobutyl-1H-pyrrolo[2,3-b]pyridin-2-yl)-3,6-dihydropyridin-1(2H)-yl)propan-1-one OCCC#CC=1C=C2C(=NC1)NC(=C2CC(C)C)C=2CCN(CC2)C(CC)=O